C(#N)C1=NC=C(C(=C1)C1=CC=2N(C=C1)N=C(C2)NC(=O)C2CC2)OC2CNCC2 N-(5-(2-cyano-5-(pyrrolidin-3-yloxy)pyridin-4-yl)pyrazolo[1,5-a]pyridin-2-yl)cyclopropanecarboxamide